C(C)OC([C@@H](C)N[P@](=O)(OCC1=CC=CC=C1)COCCN1C2=NC(=NC(=C2N=C1)OC)N)=O (R,R)-ethyl-2-((((2-(2-amino-6-methoxy-9H-purin-9-yl)-ethoxy)-methyl)-(benzyloxy)-phosphoryl)-amino)-propionate